ClC=1C(=CC(=C(C(=O)NC2CNCC2)C1)N1CCC(CCC1)(F)F)C(F)(F)F 5-chloro-2-(4,4-difluoroazepan-1-yl)-N-(pyrrolidin-3-yl)-4-(trifluoromethyl)benzamide